O=C1C=C(N=C2N1CCC2)S(=O)(=O)C(F)(F)F (S)-4-oxo-2-trifluoromethanesulfonyl-4,6,7,8-tetrahydropyrrolo[1,2-a]pyrimidine